COC(=O)C1=CC(=CC=2N1N=C(C2)CO[Si](C)(C)C(C)(C)C)C2CC2 methyl-2-(((tert-butyldimethylsilyl)oxy)methyl)-5-cyclopropylpyrazolo[1,5-a]pyridine-7-carboxylate